2-methylpiperidin-1-carboxylate CC1N(CCCC1)C(=O)[O-]